2-((2R,5S)-4-(6-cyano-1-methyl-2-oxo-1,2-dihydropyrido[3,2-d]pyrimidin-4-yl)-2,5-diethylpiperazin-1-yl)-N-methoxy-2-(4-(trifluoromethyl)phenyl)acetamide C(#N)C=1C=CC=2N(C(N=C(C2N1)N1C[C@H](N(C[C@@H]1CC)C(C(=O)NOC)C1=CC=C(C=C1)C(F)(F)F)CC)=O)C